C(C1=CC=CC=C1)N1C=C(C(C(=C1)C(=O)OCC)C1=CC=CC=C1)C(=O)OCC N-Benzyl-3,5-dicarbethoxy-4-phenyl-1,4-dihydropyridine